(S)-1'-(6-((2-amino-3-cyclopropylpyridin-4-yl)thio)-1,2,4-triazin-3-yl)-1,3-dihydrospiro[inden-2,4'-piperidin]-1-amine NC1=NC=CC(=C1C1CC1)SC1=CN=C(N=N1)N1CCC2(CC1)[C@@H](C1=CC=CC=C1C2)N